C(C)(C)(C)N(C(O)=O)CCCNC1=C2C(N(C(C2=CC=C1)=O)C1C(NC(CC1)=O)=O)=O.ClC1=NC(=C2N=CN(C2=N1)C)N1CCOCC1 4-(2-chloro-9-methyl-9H-purin-6-yl)morpholine tert-butyl-(3-((2-(2,6-dioxopiperidin-3-yl)-1,3-dioxoisoindolin-4-yl)amino)propyl)carbamate